Tert-butyl 5-{[3,5-difluoro-2-(difluoromethoxy)phenyl]carbamothioyl}-4-hydroxy-6-oxo-3,6-dihydropyridine-1(2H)-carboxylate FC=1C(=C(C=C(C1)F)NC(=S)C1=C(CCN(C1=O)C(=O)OC(C)(C)C)O)OC(F)F